(S)-2-(((2-(Cyclopropylmethyl)pyrimidin-5-yl)methyl)amino)-4,5-dimethyl-4,5,9,10-tetrahydro-6H,8H-pyrido[3,2,1-de]pteridine-6-one C1(CC1)CC1=NC=C(C=N1)CNC=1N=C2N([C@H](C(N3C2=C(N1)CCC3)=O)C)C